4-[4-fluoro-2-(2,2,2-trifluoroethoxy)phenyl]-2-[5-(4-hydroxyoxan-4-yl)pyridin-2-yl]-2,3-dihydro-1H-pyrrolo[3,4-c]pyridin-1-one FC1=CC(=C(C=C1)C1=NC=CC2=C1CN(C2=O)C2=NC=C(C=C2)C2(CCOCC2)O)OCC(F)(F)F